Cl.C1NCCC2=CC=C(C=C12)CC=O 2-(1,2,3,4-TETRAHYDROISOQUINOLIN-7-YL)ACETALDEHYDE HYDROCHLORIDE